CC(CC(=O)O[C@@H]1[C@H](O[C@@]([C@@H]1O)(C#N)C1=CC=C2C(=NC=NN21)N)COCOC(C(C)(C)C)=O)C (2R,3S,4R,5R)-5-(4-aminopyrrolo[2,1-f][1,2,4]triazin-7-yl)-5-cyano-4-hydroxy-2-(((pivaloyloxy)methoxy)methyl)tetrahydrofuran-3-yl 3-methylbutanoate